Cl.N[C@H]1CN(C[C@@H]1C)C1=NN(C2=C1C=NC(=C2)NC(C)=O)C2=NC(=NC(=C2)C)C(C)(F)F N-(3-((3R,4S)-3-amino-4-methylpyrrolidin-1-yl)-1-(2-(1,1-difluoroethyl)-6-methylpyrimidin-4-yl)-1H-pyrazolo[4,3-c]pyridin-6-yl)acetamide hydrochloride